N[C@H]1CN(CCC1)C(=O)C1=NN(C(=C1)C1=CC=C(C#N)C=C1)C1=CC=C(C=C1)C(C)C (R)-4-(3-(3-Aminopiperidin-1-carbonyl)-1-(4-isopropylphenyl)-1H-pyrazol-5-yl)-benzonitril